C(C)(=O)C1CCN(CC1)CC1=C(C=C(C=C1)C1=NC=CC(=C1Cl)C=1C(=C(C=CC1)C1=CC=C(C(=N1)OC)CN1CCC(CC1)C(C)=O)Cl)OC 1-(1-((6-(3-(2-(4-((4-Acetylpiperidin-1-yl)methyl)-3-methoxyphenyl)-3-chloropyridin-4-yl)-2-chlorophenyl)-2-methoxypyridin-3-yl)methyl)piperidin-4-yl)ethan-1-one